ClC1=CC(=C(OCC2=NC=CC(=C2)OC2CCN(CC2)CC2=NC3=C(N2CC2=NN=CN2CC)C=C(C=C3)C(=O)O)C=C1)F 2-{[4-({2-[(4-chloro-2-fluorophenoxy)methyl]pyridin-4-yl}oxy)piperidin-1-yl]methyl}-1-[(4-ethyl-4H-1,2,4-triazol-3-yl)methyl]-1H-1,3-benzodiazole-6-carboxylic acid